Cl.O1C2=C(N(CC1)C1=NC=3CCCCC3C(=N1)NCC1=CC=CC=C1)C=CC=C2 2-(2H-benzo[b][1,4]oxazin-4(3H)-yl)-N-benzyl-5,6,7,8-tetrahydroquinazolin-4-amine hydrochloride